6-(4-chloro-3-fluorophenyl)-3-(3-(3-methylpyridin-4-yl)-1H-pyrazol-5-yl)-1,3-oxazinan-2-one ClC1=C(C=C(C=C1)C1CCN(C(O1)=O)C1=CC(=NN1)C1=C(C=NC=C1)C)F